1-(2-(2-((3R,4R)-3-Amino-4-fluoropiperidin-1-yl)-5,6-difluoro-1H-benzo[d]imidazol-1-yl)acetyl)-3-fluoropyrrolidin-3-carbonitril N[C@@H]1CN(CC[C@H]1F)C1=NC2=C(N1CC(=O)N1CC(CC1)(C#N)F)C=C(C(=C2)F)F